N-((6-(benzyloxy)-3-methyl-1H-indol-2-yl)methyl)-1-methylcyclopropane-1-carboxamide C(C1=CC=CC=C1)OC1=CC=C2C(=C(NC2=C1)CNC(=O)C1(CC1)C)C